O[C@H](CC(=O)O)C |o1:1| S or R-beta-hydroxybutyric acid